(5-chloro-3-(2,2-difluoroethoxy)pyridin-2-yl)methanol ClC=1C=C(C(=NC1)CO)OCC(F)F